C(CCCCCCC)C(C(=O)[O-])(O)CCCCCCCCOCCCCCCCCC(C(=O)[O-])(O)CCCCCCCC.[Ti+4].C(CCCCCCC)C(C(=O)[O-])(O)CCCCCCCCOCCCCCCCCC(C(=O)[O-])(O)CCCCCCCC titanium dioctyloxybis(octyleneglycolate)